ClCCCC(C)(OC)OC 5-chloro-2,2-dimethoxy-pentane